FC(C1=NN=C(S1)OC1=CC=C(C=C1)C1CCN(CC1)C(=O)OC(C)(C)C)(F)F tert-butyl 4-(4-((5-(trifluoromethyl)-1,3,4-thiadiazol-2-yl)oxy)phenyl)piperidine-1-carboxylate